4-(2E)-(3-(4-methoxyphenyl)allyl)-1H-indole COC1=CC=C(C=C1)/C=C/CC1=C2C=CNC2=CC=C1